ICCCCN1C(C2=CC=CC=C2C=C1)=O 2-(4-iodobutyl)isoquinolin-1(2H)-one